C12(CCC(CC1)C2)O bicyclo[2.2.1]heptan-1-ol